C(#N)C=1C=C(C=C(C#N)C#N)C=CC1 2-(3-cyano-benzylidene)malononitrile